C(CCC(=O)[O-])(=O)[O-].[N+](=O)([O-])C1=C(C=CC=C1)N1C(=CC=C1)C=C\C=N\NC(=[NH2+])N.[N+](=O)([O-])C1=C(C=CC=C1)N1C(=CC=C1)C=C\C=N\NC(=[NH2+])N (E)-N-[1-(2-nitrophenyl)-1H-pyrrole-2-yl-allylideneamino]-guanidinium succinate